C1(CCCCC1)C1=NC=2C=C(C(=CC2C2=C1CC(N2)(C)C)OC)OCCCN2CCCC2 4-cyclohexyl-8-methoxy-2,2-dimethyl-7-(3-(pyrrolidin-1-yl)propoxy)-2,3-dihydro-1H-pyrrolo[3,2-c]quinoline